N-pent-4-ynyl-benzamide C(CCC#C)NC(C1=CC=CC=C1)=O